2-(dichloro-methyl)-2-methyl-1,3-dioxane ClC(C1(OCCCO1)C)Cl